2-(2-hydroxy-4-methoxyphenyl)-4,6-diphenyl-s-triazine OC1=C(C=CC(=C1)OC)C1=NC(=NC(=N1)C1=CC=CC=C1)C1=CC=CC=C1